2,3-dimethylpropanesulfonic acid CC(CS(=O)(=O)O)CC